N-(cyclopropylmethyl)-6-[(2-ethyl-1,2-oxazolidin-4-yl)methoxy]-7-methoxy-1H,2H,3H-cyclopenta[b]quinolin-9-amine C1(CC1)CNC1=C2C(=NC=3C=C(C(=CC13)OC)OCC1CN(OC1)CC)CCC2